Cl\C=C/C(=O)NCC1=NN(C2=NC=CC(=C21)CO)C2=CC=C(C=C2)OC(F)(F)F (Z)-3-chloro-N-[[4-(hydroxymethyl)-1-[4-(trifluoromethoxy)phenyl]pyrazolo[3,4-b]pyridin-3-yl]methyl]prop-2-enamide